2-((2s,4s)-2-(aminomethyl)-5-chloro-2-phenyl-2,3-dihydrobenzofuran-4-yl)-3-chlorobenzamide trifluoroacetate FC(C(=O)O)(F)F.NC[C@@]1(OC2=C(C1)C(=C(C=C2)Cl)C2=C(C(=O)N)C=CC=C2Cl)C2=CC=CC=C2